tert-butyl (S)-(8-fluoro-2-oxo-2,3,4,5-tetrahydro-1H-benzo[b][1,4]diazepin-3-yl)carbamate FC=1C=CC2=C(NC([C@H](CN2)NC(OC(C)(C)C)=O)=O)C1